diazoacrylamide [N+](=[N-])=C=CC(=O)N